The molecule is an unsaturated fatty acyl-CoA that results from the formal condensation of the thiol group of coenzyme A with the carboxy group of (12Z,15Z,18Z,21Z,24Z,27Z)-3-oxotriacontahexaenoic acid. It is a 3-oxo-fatty acyl-CoA, an unsaturated fatty acyl-CoA and an ultra-long-chain fatty acyl-CoA. It is a conjugate acid of a (12Z,15Z,18Z,21Z,24Z,27Z)-3-oxotriacontahexaenoyl-CoA(4-). CC/C=C\\C/C=C\\C/C=C\\C/C=C\\C/C=C\\C/C=C\\CCCCCCCCC(=O)CC(=O)SCCNC(=O)CCNC(=O)[C@@H](C(C)(C)COP(=O)(O)OP(=O)(O)OC[C@@H]1[C@H]([C@H]([C@@H](O1)N2C=NC3=C(N=CN=C32)N)O)OP(=O)(O)O)O